C(CCCCCCCCC=C)(=O)OC=CCCCCC heptenyl undecylenate